ClC=1C=CC=C2C=CC=CC12 8-chloronaphthalen